ClC1(C(C(=O)NC2=CC(=CC=C2)Cl)C=C(C=C1Cl)Cl)O 2,3,3',5-tetrachlorosalicylanilide